1-(3-((4-amino-6-chloro-1H-pyrazolo[3,4-d]pyrimidin-1-yl)methyl)-5-(pyrrolidin-1-ylmethyl)phenethyl)-5-(hydroxymethyl)pyridin-2(1H)-one NC1=C2C(=NC(=N1)Cl)N(N=C2)CC=2C=C(CCN1C(C=CC(=C1)CO)=O)C=C(C2)CN2CCCC2